(S)-4,4,4-trifluoro-2-(1-(5-fluoropyridin-2-yl)-8-methoxy-9-(2-methyl-2H-tetrazol-5-yl)-5,6-dihydropyrrolo[2,1-a]isoquinoline-3-carboxamido)-2-methylbutanoic acid FC(C[C@](C(=O)O)(C)NC(=O)C1=CC(=C2N1CCC1=CC(=C(C=C21)C=2N=NN(N2)C)OC)C2=NC=C(C=C2)F)(F)F